FC1=CC=CC(=N1)C=1C=CC2=C(N(C=N2)C(=O)OC(C)(C)C)C1 tert-butyl 6-(6-fluoropyridin-2-yl)-1H-benzo[d]imidazole-1-carboxylate